octadecane-9,10-dione CCCCCCCCC(C(CCCCCCCC)=O)=O